O1N=C(C=C1)C1=CC=C(S1)S(=O)(=O)N1CCN(CC1)C[C@H](C)NC1=NC=NC2=C(C=CC=C12)C(F)(F)F N-[(2S)-1-(4-{[5-(1,2-oxazol-3-yl)thiophen-2-yl]sulfonyl}piperazin-1-yl)propan-2-yl]-8-(trifluoromethyl)quinazolin-4-amine